(1R,4r)-4-((5-(1-((R)-1-fluoropropan-2-yl)-1H-benzo[d][1,2,3]triazol-6-yl)-4-methoxypyrrolo[2,1-f][1,2,4]triazin-2-yl)amino)-1-methylcyclohexan-1-ol FC[C@@H](C)N1N=NC2=C1C=C(C=C2)C=2C=CN1N=C(N=C(C12)OC)NC1CCC(CC1)(O)C